FC1=C(CN2N=CC(=C2C)C(C(C)N2N=C(C=CC2=O)C#C)=O)C=CC(=C1)F 2-(1-(1-(2,4-difluorobenzyl)-5-methyl-1H-pyrazol-4-yl)-1-oxopropan-2-yl)-6-ethynylpyridazin-3(2H)-one